CN1CCN(CC1)CCCC1=C(C=CC=C1)S(=O)(=O)N 4-methylpiperazin-1-ylpropylbenzenesulfonamide